Cl.ClC=1C=C(C=NC1)C1=CC(=CC=2N(N=NC21)C/C(=C/CN)/F)C(F)(F)F (Z)-4-(4-(5-chloropyridin-3-yl)-6-(trifluoromethyl)-1H-benzo[d][1,2,3]triazol-1-yl)-3-fluorobut-2-en-1-amine hydrochloride